tert-butyl 4-[1-[(3S)-2,6-dioxo-3-piperidyl]indolin-4-yl]piperidine-1-carboxylate O=C1NC(CC[C@@H]1N1CCC2=C(C=CC=C12)C1CCN(CC1)C(=O)OC(C)(C)C)=O